ClC=1C(=C(CN2[C@@H](C[C@@](CC2)(C(=O)O)CC2=NC(=CC(=C2F)C2CCC2)NC2=NNC(=C2)C)C)C=CC1)F (2R,4R)-1-(3-chloro-2-fluorobenzyl)-4-((4-cyclobutyl-3-fluoro-6-((5-methyl-1H-pyrazol-3-yl)amino)pyridin-2-yl)methyl)-2-methylpiperidine-4-carboxylic acid